C(C)(C)(C)C=1C(=C(C=CC1)C=1NC2=C(N1)C=CC=C2)O 2-(3-tert-butyl-2-hydroxyphenyl)benzimidazole